FC1=C(C=C2NC(C(=NC2=C1F)C)=O)CN1CCN(CC1)C=1C=CC(=NC1C)C(=O)NCCOC 5-(4-((7,8-difluoro-2-methyl-3-oxo-3,4-dihydroquinoxalin-6-yl)methyl)piperazin-1-yl)-N-(2-methoxyethyl)-6-methylpicolinamide